N'-(2,6-dimethylphenyl)-2,6-pyridinedicarboxamide CC1=C(C(=CC=C1)C)NC(=O)C1=CC=CC(=N1)C(=O)N